5-(6-(cyclopropylamino)-2-fluoropyridin-3-yl)-1-ethyl-1H-pyrazole-4-carboxylic acid C1(CC1)NC1=CC=C(C(=N1)F)C1=C(C=NN1CC)C(=O)O